C(C1=CC=CC=C1)N1CC2(CC1)CCC(CC2)N[C@H](CC2CCCCC2)C(=O)N2[C@@H](CN(CC2)C(=O)OC2=C(C=CC=C2)Cl)C(NCC=2SC=CC2)=O 2-chlorophenyl (3S)-4-[N-(2-benzyl-2-azaspiro[4.5]dec-8-yl)-3-cyclohexyl-D-alanyl]-3-[(thiophen-2-ylmethyl)carbamoyl]piperazine-1-carboxylate